N[C@H](CC(=O)N1CC(C1)OC1=C(C2=C(CCB(O2)O)C=C1)C(=O)O)C(N)=O 7-{[1-(D-α-asparaginyl)azetidin-3-yl]oxy}-2-hydroxy-3,4-dihydro-2H-1,2-benzoxaborinine-8-carboxylic acid